Trans-5-amino-1-((3-(trifluoromethyl)phenyl)amino)-2,3-dihydro-1H-inden-2-ol NC=1C=C2C[C@H]([C@@H](C2=CC1)NC1=CC(=CC=C1)C(F)(F)F)O